5-(t-butyl) 6-methyl (S)-5-azaspiro[2.4]heptan-5,6-dicarboxylate C1CC12CN([C@@H](C2)C(=O)OC)C(=O)OC(C)(C)C